4-(benzyloxy)-3-fluorobenzoyl chloride C(C1=CC=CC=C1)OC1=C(C=C(C(=O)Cl)C=C1)F